2-((((9H-Fluoren-9-yl)methoxy)carbonyl)(methyl)amino)-4-(pyridin-4-yl)butanoic acid C1=CC=CC=2C3=CC=CC=C3C(C12)COC(=O)N(C(C(=O)O)CCC1=CC=NC=C1)C